BrC=1C=C(C(=NC1)OCC1=CC=C(C=C1)C)Cl 5-bromo-3-chloro-2-((4-methylbenzyl)oxy)pyridine